1-[2-Methoxy-5-(4-piperazin-1-ylpiperidine-1-carbonyl)phenyl]hexahydropyrimidine-2,4-dione COC1=C(C=C(C=C1)C(=O)N1CCC(CC1)N1CCNCC1)N1C(NC(CC1)=O)=O